C(CC)OC(NC1=C(C=C(C=C1)N(C)CC=1SC(=CC1)Br)OC)=O {4-[(5-Bromo-thiophen-2-ylmethyl)-(methyl)amino]-2-methoxy-phenyl}-carbamic acid propyl ester